FC=1C=C2C=3C(=C(NC3C1)C1=CC=C(C=C1)CNC)CCNC2=O 8-fluoro-2-{4-[(methylamino)methyl]phenyl}-1,3,4,5-tetrahydro-6H-azepino[5,4,3-cJ]indol-6-one